C(C)(C)(C)OC(=O)NC1=C(C2=C(NC(N(C2=O)C2=C(C=C(C(=C2)OCC2=C(C(=CC=C2OC)F)F)OC)F)=O)S1)C(=O)OC methyl 6-{[(tert-butoxy) carbonyl] amino}-3-{5-[(2,3-difluoro-6-methoxyphenyl) methoxy]-2-fluoro-4-methoxyphenyl}-2,4-dioxo-1H-thieno[2,3-d]pyrimidine-5-carboxylate